5-(3,5-difluorophenyl)-2,5,6,8-tetrahydro-3H-[1,2,4]triazolo[3,4-c][1,4]oxazin-3-one FC=1C=C(C=C(C1)F)C1N2C(COC1)=NNC2=O